(1R,3S)-3-(1-(tert-butyl)-3-(pyrimidin-2-ylamino)-1H-pyrazol-5-yl)cyclopentyl-isopropylcarbamate C(C)(C)(C)N1N=C(C=C1[C@@H]1C[C@@H](CC1)N(C([O-])=O)C(C)C)NC1=NC=CC=N1